5-amino-8-[2-(hydroxymethyl)-6-(trifluoromethyl)-4-pyridinyl]-7-phenyl-2-[[(2R)-tetrahydrofuranyl-2-yl]methyl]-[1,2,4]triazolo[4,3-c]pyrimidin-3-one NC1=NC(=C(C=2N1C(N(N2)C=C2OCCC2)=O)C2=CC(=NC(=C2)C(F)(F)F)CO)C2=CC=CC=C2